methyl 2-(7-bromo-4-(1-hydroxyethyl)-1-oxophthalazin-2(1H)-yl)acetate BrC1=CC=C2C(=NN(C(C2=C1)=O)CC(=O)OC)C(C)O